(R)-1-(3-(2-(1-(2,2-difluoroethyl)-1H-pyrazol-4-ylamino)-7H-pyrrolo[2,3-d]pyrimidin-4-ylamino)piperidin-1-yl)prop-2-en-1-one FC(CN1N=CC(=C1)NC=1N=C(C2=C(N1)NC=C2)N[C@H]2CN(CCC2)C(C=C)=O)F